O[C@@H]1C[C@H](N(C1)C(=O)[C@H](C(C)(C)C)NC(CCCCCCCNC(OC(C)(C)C)=O)=O)C(NCC1=CC=C(C=C1)C1=C(N=CS1)C)=O tert-butyl N-[8-[[(1S)-1-[(2S,4R)-4-hydroxy-2-[[4-(4-methylthiazol-5-yl)phenyl]methylcarbamoyl]pyrrolidine-1-carbonyl]-2,2-dimethyl-propyl]amino]-8-oxo-octyl]carbamate